N-(4-(1-aminocyclobutyl)phenyl)-2-(6,7-difluoro-9H-carbazol-2-yl)acetamide hydrochloride Cl.NC1(CCC1)C1=CC=C(C=C1)NC(CC1=CC=2NC3=CC(=C(C=C3C2C=C1)F)F)=O